(R)-N-(1-(3-(isothiazol-5-yl)-5-(1-methyl-1H-pyrazol-4-yl)phenyl)ethyl)-2-methyl-4-(((thiazol-4-ylmethyl)amino)methyl)benzamide S1N=CC=C1C=1C=C(C=C(C1)C=1C=NN(C1)C)[C@@H](C)NC(C1=C(C=C(C=C1)CNCC=1N=CSC1)C)=O